C(C1=CC=CC=C1)N1C(C(CC1(C)C)F)=O 1-benzyl-3-fluoro-5,5-dimethyl-pyrrolidin-2-one